N1C=NC2=C1CCC(C2)C(=O)O 4,5,6,7-tetrahydro-1H-benzo[d]imidazole-5-carboxylic acid